B(OC1=C(C(=C(C(=C1F)F)F)F)F)(OC1=C(C(=C(C(=C1F)F)F)F)F)[O-].[Al+3].FC1=C(C(=C(C(=C1F)F)F)F)OB(OC1=C(C(=C(C(=C1F)F)F)F)F)[O-].FC1=C(C(=C(C(=C1F)F)F)F)OB(OC1=C(C(=C(C(=C1F)F)F)F)F)[O-] aluminum bis(perfluorophenyl) borate